NC1=NC=CC(=C1Cl)N1C(NC2=NC(=CN=C2C1=O)N1CCC2(CC1)[C@@H](C=1C(=NC=CC1)C2)N)=O (S)-3-(2-amino-3-chloropyridin-4-yl)-7-(5-amino-5,7-dihydro-spiro[cyclopenta[b]pyridin-6,4'-piperidin]-1'-yl)pteridine-2,4(1H,3H)-dione